N6'-(2-(1-(Cyclopropylsulfonyl)-1H-pyrazol-4-yl)pyrimidin-4-yl)-N4'-(4,4-difluorocyclohexyl)-5-(2-fluoropropan-2-yl)-[2,3'-bipyridine]-4',6'-diamine C1(CC1)S(=O)(=O)N1N=CC(=C1)C1=NC=CC(=N1)NC1=CC(=C(C=N1)C1=NC=C(C=C1)C(C)(C)F)NC1CCC(CC1)(F)F